5-Bromo-6-chloro-N-[6-(2,2-difluoroethoxy)-5-fluoro-2-methoxypyridin-3-yl]-1H-pyrrolo[2,3-b]pyridin-3-sulfonamid BrC=1C=C2C(=NC1Cl)NC=C2S(=O)(=O)NC=2C(=NC(=C(C2)F)OCC(F)F)OC